C1(=CC=CC=C1)C1S(CCC1)(=O)=O 2-phenyl-2,3,4,5-tetrahydrothiophene-S,S-dioxide